{(2E)-2-Methyl-3-[4-(2-methyl-2-propanyl)phenyl]-2-propen-1-ylidene}malononitrile C/C(/C=C(C#N)C#N)=C\C1=CC=C(C=C1)C(C)(C)C